2-(4-bromo-2,6-dimethylphenyl)hydrazine-1-carboxylic acid benzyl ester C(C1=CC=CC=C1)OC(=O)NNC1=C(C=C(C=C1C)Br)C